4-[6-(difluoromethyl)-5-[[6-(trifluoromethyl)pyridine-2-carbonyl]amino]indazol-2-yl]cyclohexanecarboxylic acid FC(C=1C(=CC2=CN(N=C2C1)C1CCC(CC1)C(=O)O)NC(=O)C1=NC(=CC=C1)C(F)(F)F)F